methyl (S)-4-(((benzyloxy)carbonyl)amino)-5-((8-((tert-butoxycarbonyl)amino)octyl)amino)-5-oxopentanoate C(C1=CC=CC=C1)OC(=O)N[C@@H](CCC(=O)OC)C(=O)NCCCCCCCCNC(=O)OC(C)(C)C